4-Pentynylbenzene C#CCCCC1=CC=CC=C1